ClC=1C=C2C(=CN1)N(C(=C2C)C=2C(=NC=CC2)OC)C 3-[5-chloro-1,3-dimethylpyrrolo[2,3-c]pyridin-2-yl]-2-methoxypyridine